(E)-4-(2-(4-bromophenyl)-1,2-diphenylvinyl)-1,1'-biphenyl BrC1=CC=C(C=C1)/C(=C(\C1=CC=CC=C1)/C1=CC=C(C=C1)C1=CC=CC=C1)/C1=CC=CC=C1